CS(=O)(=O)OC1CCN(CC1)C(=O)OC(C)(C)C t-butyl 4-(methylsulfonyloxy)piperidine-1-carboxylate